6-(Cyclopropanecarboxamido)-N-methoxy-4-((2-methoxy-3-(1-methyl-1H-pyrazol-3-yl)phenyl)amino)nicotinamide C1(CC1)C(=O)NC1=NC=C(C(=O)NOC)C(=C1)NC1=C(C(=CC=C1)C1=NN(C=C1)C)OC